6-[(E)-but-2-enyl]-4-[3-chloro-4-(4-methylpiperazine-1-carbonyl)phenyl]-2-methyl-1H-pyrrolo[2,3-c]pyridin-7-one C(\C=C\C)N1C(C2=C(C(=C1)C1=CC(=C(C=C1)C(=O)N1CCN(CC1)C)Cl)C=C(N2)C)=O